1-[5-[4-(6-chloro-5-fluoro-indolin-1-yl)quinazolin-6-yl]-3-pyridyl]propan-1-one ClC1=C(C=C2CCN(C2=C1)C1=NC=NC2=CC=C(C=C12)C=1C=C(C=NC1)C(CC)=O)F